1-(4-bromophenoxy)-2,3-difluorobenzene BrC1=CC=C(OC2=C(C(=CC=C2)F)F)C=C1